(2S,4R)-1-(2-(3-acetyl-5-(pyridazin-4-yl)-1H-indol-1-yl)acetyl)-4-fluoro-N-(2-(pyridin-2-yl)isoindolin-4-yl)pyrrolidine-2-carboxamide C(C)(=O)C1=CN(C2=CC=C(C=C12)C1=CN=NC=C1)CC(=O)N1[C@@H](C[C@H](C1)F)C(=O)NC1=C2CN(CC2=CC=C1)C1=NC=CC=C1